C(C)OC1=C(OCC=2C=C(SC2)C(=O)C=2C=NC=NC2)C=CC=C1 5-({4-[(2-ethoxyphenoxy)methyl]-2-thienyl}carbonyl)pyrimidin